FC1=C(COC2=CC=CC(=N2)C2CCN(CC2)CC2=NC3=C(N2C[C@H]2OCC2)C=C(C=C3)C(=O)OC)C=CC(=C1)S(=O)(=O)C methyl (S)-2-((4-(6-((2-fluoro-4-(methylsulfonyl)benzyl)oxy)pyridin-2-yl)piperidin-1-yl)methyl)-1-(oxetan-2-ylmethyl)-1H-benzo[d]imidazole-6-carboxylate